S1C=NC2=C1C=C(C=C2)NC2=NC=NC1=CC(=CC(=C21)O[C@H]2CN(CC[C@@H]2O)C(=O)OC(C)(C)C)C=2C=NN(C2)C tert-butyl (3S,4S)-3-((4-(benzo[d]thiazol-6-ylamino)-7-(1-methyl-1H-pyrazol-4-yl)quinazolin-5-yl)oxy)-4-hydroxypiperidine-1-carboxylate